NC1CCN(CC1)C=1N(C(C(=C(N1)C1=CC(=C(C#N)C=C1)F)C1=CC=C(C=C1)OC)=O)C 4-(2-(4-aminopiperidin-1-yl)-5-(4-methoxyphenyl)-1-methyl-6-oxo-1,6-dihydropyrimidin-4-yl)-2-fluorobenzonitrile